6-(2-(methyl-d3)propan-2-yl-1,1,1,3,3,3-d6)-3-nitrophenyl methyl carbonate C(OC1=CC(=CC=C1C(C([2H])([2H])[2H])(C([2H])([2H])[2H])C([2H])([2H])[2H])[N+](=O)[O-])(OC)=O